Ethyl (S)-2-((((9H-fluoren-9-yl)methoxy)carbonyl)amino)-6-diazo-5-oxohexanoate C1=CC=CC=2C3=CC=CC=C3C(C12)COC(=O)N[C@H](C(=O)OCC)CCC(C=[N+]=[N-])=O